C1(=CC=CC=C1)SC thioanisol